(S)-8-chloro-4-((5,6-difluoropyridin-3-yl)amino)-6-((pyridin-3-yl(1-(2,2,2-trifluoroethyl)-1H-1,2,3-triazol-4-yl)methyl)amino)quinoline-3-carbonitrile ClC=1C=C(C=C2C(=C(C=NC12)C#N)NC=1C=NC(=C(C1)F)F)N[C@H](C=1N=NN(C1)CC(F)(F)F)C=1C=NC=CC1